C(C1=CC=CC=C1)S(=O)(=O)N1C=CC2=C1N=C(N=C2)N 7-toluenesulfonyl-7H-pyrrolo[2,3-d]pyrimidine-2-Amine